N-methyl-2-((1-(13-hydroxy-1-oxo-2,5,8,11-tetraoxatridec-1-yl)-3-((1E)-2-(2-pyridinyl)ethenyl)-1H-indazol-6-yl)thio)benzamide hydrochloride Cl.CNC(C1=C(C=CC=C1)SC1=CC=C2C(=NN(C2=C1)C(OCCOCCOCCOCCO)=O)\C=C\C1=NC=CC=C1)=O